3-ethyl-2-methylpyrazole C(C)C=1N(N=CC1)C